(trans)-8-(1-(difluoromethyl)-1H-pyrazol-3-yl)-2-fluoro-8-methyl-N-(4-(pyrimidin-2-yl)-3-(trifluoromethyl)phenyl)-7,8-dihydro-6H-cyclopenta[e]pyrazolo[1,5-a]pyrimidine-6-carboxamide FC(N1N=C(C=C1)[C@@]1(C[C@H](C=2C=NC=3N(C21)N=C(C3)F)C(=O)NC3=CC(=C(C=C3)C3=NC=CC=N3)C(F)(F)F)C)F